[Pb].[B] boron-lead